C(CCC)N(CCCN)CCCC N,N-dibutyl-1,3-propanediamine